CC1=C(C=CC(=C1)C)S(=O)(=O)N1C[C@@H]2[C@H](C1)CC(C2)NCC2CCOCC2 (3aR,5r,6aS)-2-((2,4-Dimethylphenyl)sulfonyl)-N-((tetrahydro-2H-pyran-4-yl)methyl)octahydrocyclopenta[c]pyrrol-5-amine